3-(2,5-Diethylfuran-3-yl)-1-({[(2S,4R)-4-fluoro-1-methylpyrrolidin-2-yl]methyl}[1-(propan-2-yl)-1H-pyrazol-4-yl]sulfamoyl)urea C(C)C=1OC(=CC1NC(NS(N(C=1C=NN(C1)C(C)C)C[C@H]1N(C[C@@H](C1)F)C)(=O)=O)=O)CC